1-{[(2R,5R)-1-(2-{6-[(2,4-Difluorophenyl)methyl]-3,3-dimethyl-1H,2H,3H-pyrrolo[3,2-c]pyridin-1-yl}-2-oxoethyl)-5-methylpiperazin-2-yl]methyl}-1,2-dihydropyrazin-2-one dihydrochloride Cl.Cl.FC1=C(C=CC(=C1)F)CC1=CC2=C(C=N1)C(CN2C(CN2[C@H](CN[C@@H](C2)C)CN2C(C=NC=C2)=O)=O)(C)C